(12AR)-10-chloro-8-fluoro-9-(2-fluoro-6-methoxyphenyl)-6-oxo-3,4,12,12a-tetrahydro-6H-pyrazino[2,1-c][1,4]benzoxazepine-2(1H)-carboxylic acid tert-butyl ester C(C)(C)(C)OC(=O)N1C[C@@H]2COC3=C(C(N2CC1)=O)C=C(C(=C3Cl)C3=C(C=CC=C3OC)F)F